BrC=1C(=NC=C(C1)Cl)CC1(CCN(CC1)C(=O)OCC)C(=O)[O-] ethyl 4-[(3-bromo-5-chloro-2-pyridyl)methyl]piperidine-1,4-dicarboxylate